C1(CC1)N1N=CC(=C1)C1OC(C(O1)(C)C)(C)C 1-cyclopropyl-4-(4,4,5,5-tetramethyl-1,3-dioxolan-2-yl)-1H-pyrazole